C(C)N(C(O)=O)C(N(CC=C)CC=C)=S.C(C=C)N(C(=S)NC(=O)OCC)CC=C N,N-diallyl-ethoxycarbonyl-thionourea (ethyl[di(allyl)carbamothioyl]carbamate)